C(CCCCC)NCC1=C(C(=O)O)C=CC=C1 2-((hexylamino)methyl)benzoic acid